CC1=C(C(=CC=C1)C)C1=NC=2NS(C=3C=CC=C(C(NC[C@H](OC(=C1)N2)C2=CC=CC=C2)=O)C3)(=O)=O (10R)-6-(2,6-Dimethylphenyl)-2,2-dioxo-10-phenyl-9-oxa-2λ6-thia-3,5,12,19-tetrazatricyclo[12.3.1.14,8]nonadeca-1(18),4(19),5,7,14,16-hexaen-13-one